CC(C(=O)N1CCN(CC1)C1=C2C=NNC2=CC(=C1)S(=O)(=O)N)C 4-[4-(2-methylpropanoyl)piperazin-1-yl]indazole-6-sulfonamide